OCC[C@@H](C)NC(=O)C=1C=NC(=C(C1)C1=NN(C=C1)C)OC1=CC=C(C=C1)C(F)(F)F N-[(2R)-4-Hydroxybutan-2-yl]-5-(1-methyl-1H-pyrazol-3-yl)-6-[4-(trifluoromethyl)phenoxy]pyridine-3-carboxamide